N1=C(C=CC=C1)C1=CC=CC=2[C@H](OCCCC21)CNC(OC(C)(C)C)=O |o1:11| rel-(S)-tert-butyl (6-(pyridin-2-yl)-1,3,4,5-tetrahydrobenzo[c]oxepin-1-yl)methylcarbamate